C(#C)C1=CC=C2C=3C(=C(N(C(C13)=O)C1=CC=CC=C1)[C@@H](C)NC(=O)C=1C(=NN3C1N=CC=C3)NS(N)(=O)=O)C(N2)=O (R)-N-(1-(6-ethynyl-2,5-dioxo-4-phenyl-1,2,4,5-tetrahydropyrrolo[4,3,2-de]isoquinolin-3-yl)ethyl)-2-(sulfamoylamino)pyrazolo[1,5-a]pyrimidine-3-carboxamide